COC1=CC=C(C=C1)CCC(C[C@H](CC1=CC=CC=C1)NC(OC(C)(C)C)=O)=O tert-butyl (S)-(6-(4-methoxyphenyl)-4-oxo-1-phenylhexan-2-yl)carbamate